[Si](C)(C)(C(C)(C)C)OCC(CN)(C)C 3-((tert-butyldimethylsilyl)oxy)-2,2-dimethylpropan-1-amine